2-[rac-(2s,4r)-4-methyl-2-phenyl-1-piperidinyl]acetic acid tert-butyl ester C(C)(C)(C)OC(CN1[C@@H](C[C@@H](CC1)C)C1=CC=CC=C1)=O |r|